(R)-5-({p-[2-(5-Ethyl-2-Pyridyl)Ethoxy]Phenyl}Methyl)-(5-2H)-1,3-Thiazolidine-2,4-Dione C(C)C=1C=CC(=NC1)CCOC1=CC=C(C=C1)C[C@@]1(C(NC(S1)=O)=O)[2H]